6-(((5-(cyclohex-1-en-1-yl)pyrazin-2-yl)methyl)amino)-2-((2-(trimethylsilyl)ethoxy)methyl)phthalazin-1(2H)-one C1(=CCCCC1)C=1N=CC(=NC1)CNC=1C=C2C=NN(C(C2=CC1)=O)COCC[Si](C)(C)C